FC=1C=C(CNC(OC(C)(C)C)=O)C=C(C1)C1=CNC=C1 tert-Butyl (3-fluoro-5-(1H-pyrrol-3-yl)benzyl)carbamate